N-butyl laurate CCCCCCCCCCCC(=O)OCCCC